(R)-2-fluoro-5-(hydroxymethyl)-N-(5-(5-(methoxymethyl)-1,2,4-oxadiazol-3-yl)-2,3-dihydro-1H-inden-1-yl)benzamide FC1=C(C(=O)N[C@@H]2CCC3=CC(=CC=C23)C2=NOC(=N2)COC)C=C(C=C1)CO